2-((diphenylmethylene)amino)-2-(6-(trifluoromethyl)pyrimidin-4-yl)acetic acid ethyl ester C(C)OC(C(C1=NC=NC(=C1)C(F)(F)F)N=C(C1=CC=CC=C1)C1=CC=CC=C1)=O